C(C(C)C)N1N=CC(=C1)C1=CC=C(C=N1)C(=O)N 6-(1-isobutylpyrazol-4-yl)pyridine-3-carboxamide